methyl N2-(4-(5-azidopentanamido)butanoyl)-N6-(5-azidopentanoyl)-L-lysinate N(=[N+]=[N-])CCCCC(=O)NCCCC(=O)N[C@@H](CCCCNC(CCCCN=[N+]=[N-])=O)C(=O)OC